N1SC=C2C1=CN=N2 pyrazolo[4,3-c]isothiazole